2-(3,4-dimethoxyphenyl)-6-(8-(1-isobutylpiperidin-4-yl)-8-azabicyclo[3.2.1]octan-3-yl)-1,4-dimethyl-1H-benzo[d]imidazole COC=1C=C(C=CC1OC)C1=NC2=C(N1C)C=C(C=C2C)C2CC1CCC(C2)N1C1CCN(CC1)CC(C)C